C1(CCCCCCCCCCC1)N1C(C2=CC=CC=C2C1)=N 2-(cyclododecyl)isoindoline-1-imine